C(C)OC(=O)C=1SC(=CC1)C=O 5-Formyl-thiophene-2-carboxylic acid ethyl ester